1,4-bis(bromomethyl)-2-methoxybenzene BrCC1=C(C=C(C=C1)CBr)OC